3-[2-(3-hydroxy-3-methylpropoxy)-4-methyl-[1,3,2]dioxasilinan-2-yl]propanethiolate OC(CCO[Si]1(OCCC(O1)C)CCC[S-])C